2-hydroxy-1-(4-hydroxyphenyl)-2-methylpropan-1-one OC(C(=O)C1=CC=C(C=C1)O)(C)C